4-[4-ethoxy-3-(propan-2-yl)-1H-pyrazolo[3,4-b]pyridin-1-yl]-3-ethylbenzamide C(C)OC1=C2C(=NC=C1)N(N=C2C(C)C)C2=C(C=C(C(=O)N)C=C2)CC